METHYL (3Z)-3-{[(4-{METHYL[(4-METHYLPIPERAZIN-1-YL)ACETYL]AMINO} PHENYL)AMINO](PHENYL)METHYLIDENE}-2-OXO-2,3-DIHYDRO-1H-INDOLE-6-CARBOXYLATE CN(C1=CC=C(C=C1)N\C(=C\1/C(NC2=CC(=CC=C12)C(=O)OC)=O)\C1=CC=CC=C1)C(CN1CCN(CC1)C)=O